di(n-dodecyloxy)phosphonoglycolic acid C(CCCCCCCCCCC)OOP(=O)(OOCCCCCCCCCCCC)OCC(=O)O